(17β)-3-(phenylmethoxy)-estra-1,3,5(10),15-tetraen-17-ol C1(=CC=CC=C1)COC1=CC=2CC[C@H]3[C@@H]4C=C[C@@H]([C@@]4(C)CC[C@@H]3C2C=C1)O